(2S)-trans-pyrrolidine-2,4-dicarboxylic acid N1[C@@H](C[C@H](C1)C(=O)O)C(=O)O